BrCC1=NC2=CC=C(C=C2C(N1)=O)C 2-(bromomethyl)-6-methyl-quinazolin-4(3H)-one